C(#N)C1=C(C=C(C=C1)NC([C@@](COC1=CC=C(C=C1)C#N)(C)O)=O)C(F)(F)F (S)-N-(4-cyano-3-(trifluoromethyl)phenyl)-3-(4-cyanophenoxy)-2-hydroxy-2-methylpropanamide